tert-butyl (1R,4r)-4-(4-(((1r,4R)-4-(2-aminoethoxy)cyclohexyl)oxy) butanamido)cyclohexane-1-carboxylate NCCOC1CCC(CC1)OCCCC(=O)NC1CCC(CC1)C(=O)OC(C)(C)C